C(C)(C)(C)OC(=O)N1[C@H](CN([C@@H](C1)COC)C(C1=CC=C(C=C1)F)C1=CC=C(C=C1)C#N)C (2s,5s)-4-((4-cyanophenyl)(4-fluorophenyl)methyl)-5-(methoxymethyl)-2-methylpiperazine-1-carboxylic acid tert-butyl ester